3-[5-(4-{2,6-diazaspiro[3.3]hept-2-yl}phenyl)-3-methyl-2-oxo-1,3-benzodiazol-1-yl]piperidine-2,6-dione C1N(CC12CNC2)C2=CC=C(C=C2)C2=CC1=C(N(C(N1C)=O)C1C(NC(CC1)=O)=O)C=C2